C(=O)(O)CC1=C(C=C(C=C1C(C)C)F)C1=CC(=NC=C1)OCC(C)(C)N1N=C(C(=C1C(=O)O)F)S(N)(=O)=O 1-(1-((4-(2-(carboxymethyl)-5-fluoro-3-isopropylphenyl)pyridin-2-yl)-oxy)-2-methylpropan-2-yl)-4-fluoro-3-sulfamoyl-1H-pyrazole-5-carboxylic acid